[Ge].[Pt] platinum-germanium